ClC1=CC=C(C=C1)C=1C=C(C(N(N1)C1=CC(=CC=C1)F)=O)C(=O)NCCC1(CCCCC1)O 6-(4-chlorophenyl)-2-(3-fluorophenyl)-N-[2-(1-hydroxycyclohexyl)ethyl]-3-oxo-2,3-dihydropyridazine-4-carboxamide